5-(2-chlorophenyl)thiazol-2-amine ClC1=C(C=CC=C1)C1=CN=C(S1)N